CS(=O)(=O)OCCC1=C(C=C2C=C(N(C2=C1)S(=O)(=O)C1=CC=C(C)C=C1)CNC(=O)C1(CC1)C)Cl 2-(5-chloro-2-((1-methylcyclopropane-1-carboxamido)methyl)-1-tosyl-1H-indol-6-yl)ethyl methanesulfonate